N-(2-hydroxypropyl)-1-methyl-2-((6-(trifluoromethyl)benzo[d]oxazol-2-yl)amino)-1H-benzo[d]imidazole-5-carboxamide OC(CNC(=O)C1=CC2=C(N(C(=N2)NC=2OC3=C(N2)C=CC(=C3)C(F)(F)F)C)C=C1)C